Methyl 4-bromobicyclo[2.2.2]octane-1-carboxylate BrC12CCC(CC1)(CC2)C(=O)OC